NC=COP(OC=CN)(O)=O bis(aminovinyl)phosphoric acid